C(C)(C)C=1SC(=C(N1)C1=CC=CC=C1)OC1=CC(=NC=C1)NC1=CC=CC(=N1)C(=O)O 6-((4-((2-isopropyl-4-phenylthiazol-5-yl)oxy)pyridin-2-yl)amino)picolinic acid